O=C1NC(CCC1N1C(C2=CC=C(C=C2C1=O)N1CC2(C1)CCNCC2)=O)=O 2-(2,6-dioxopiperidin-3-yl)-5-(2,7-diazaspiro[3.5]non-2-yl)isoindole-1,3-dione